3-(6-(hydroxymethyl)-4-methyl-1-oxoisoindolin-2-yl)piperidine-2,6-dione OCC1=CC(=C2CN(C(C2=C1)=O)C1C(NC(CC1)=O)=O)C